12-((3-Carboxypropanoyl)oxy)dodecanoic acid C(=O)(O)CCC(=O)OCCCCCCCCCCCC(=O)O